[Sn].Cl hydrochloric acid-tin salt